BrC=1C=C2CCCNC2=CN1 6-bromo-1,2,3,4-tetrahydro-1,7-naphthyridine